4-(o-nitrophenyl)dihydropyridine [N+](=O)([O-])C1=C(C=CC=C1)C1=CCNC=C1